2-acetyl-5-(ethylsulfanyl)hex-2-enoic acid ethyl ester C(C)OC(C(=CCC(C)SCC)C(C)=O)=O